2-(4-Methoxyphenyl)-3-(2-methylpyridin-4-yl)imidazo[1,2-a]pyrimidine COC1=CC=C(C=C1)C=1N=C2N(C=CC=N2)C1C1=CC(=NC=C1)C